BrC1=CN=C2N1C=C(C=C2)C(C=CN(C)C)=O 1-(3-bromoimidazo[1,2-a]pyridin-6-yl)-3-(dimethylamino)prop-2-en-1-one